1-methylcyclopentyl 4-bromobutyrate BrCCCC(=O)OC1(CCCC1)C